[C-]#N.C(CCCCCCCCCCC)[N+]1(CCCC1)CC 1-dodecyl-1-ethylpyrrolidinium cyanide